disuccinic acid iron [Fe].C(CCC(=O)O)(=O)O.C(CCC(=O)O)(=O)O